5-Chloro-2-Iodobenzoic Acid ClC=1C=CC(=C(C(=O)O)C1)I